4-(4-((1R,5S)-3,8-diazabicyclo[3.2.1]oct-3-yl)-8-fluoro-2-(((S)-4-methylmorpholin-2-yl)methoxy)-5-(propynyl)pyrido[4,3-d]pyrimidin-7-yl)-5-ethynyl-6-fluoronaphthalen-2-ol [C@H]12CN(C[C@H](CC1)N2)C=2C1=C(N=C(N2)OC[C@@H]2CN(CCO2)C)C(=C(N=C1C#CC)C1=CC(=CC2=CC=C(C(=C12)C#C)F)O)F